COC1=CC=2N(C=C1)N=CC2C(=O)N2CC1=C(CC2)C(=CS1)C(=O)NC=1C=NC=C(C1)C(F)(F)F 6-(5-methoxypyrazolo[1,5-a]pyridine-3-carbonyl)-N-(5-(trifluoromethyl)pyridin-3-yl)-4,5,6,7-tetrahydrothieno[2,3-c]pyridine-3-carboxamide